BrC(C(C)=O)=CBr 3,4-dibromobuten-2-one